C(CC)=N propane-1-imine